methyl (S)-2-((4-((6-((4-cyano-2-fluorophenoxy)methyl)pyridin-2-yl)oxy)piperidin-1-yl)methyl)-4-fluoro-1-(oxetan-2-ylmethyl)-1H-benzo[d]imidazole-6-carboxylate C(#N)C1=CC(=C(OCC2=CC=CC(=N2)OC2CCN(CC2)CC2=NC3=C(N2C[C@H]2OCC2)C=C(C=C3F)C(=O)OC)C=C1)F